C(C)(C)(C)P(C1=C(C=CC=C1)C1=C(C=C(C=C1C(C)C)C(C)C)C(C)C)C(C)(C)C bis(tert-butyl)[2',4',6'-tris(isopropyl)-2-biphenylyl]phosphine